CN1C(C2(CCNCC2)C2=CC=CC=C12)=O 1-methyl-1,2-dihydrospiro[indole-3,4'-piperidin]-2-one